3,3-DIMETHYL-2-STYRYL-3H-INDOLE CC1(C(=NC2=CC=CC=C12)C=CC1=CC=CC=C1)C